O=C1C(=C(C=NN1)N[C@H](CN1C=C(C=C1)C(=O)N1CCN(CC1)C=1N=CC(=NC1)C#N)C)C(F)(F)F (S)-5-(4-(1-(2-((6-oxo-5-(trifluoromethyl)-1,6-dihydropyridazin-4-yl)amino)propyl)-1H-pyrrole-3-carbonyl)piperazin-1-yl)pyrazine-2-carbonitrile